5-(2-chloro-4-cyanophenyl)-thiophene-2-carbaldehyde ClC1=C(C=CC(=C1)C#N)C1=CC=C(S1)C=O